9-Ethyl-3-ethynyl-6,6-dimethyl-8-(1-methylpiperidin-4-yl)-5,6-dihydro-11H-benzo[b]carbazole C(C)C1=CC2=C(C(C=3NC4=CC(=CC=C4C3C2)C#C)(C)C)C=C1C1CCN(CC1)C